N-(3-chloro-5-(trifluoromethyl)benzyl)-1-(((3S)-1-((3-cyano-1-azetidinyl)sulfonyl)-3-piperidinyl)carbonyl)-D-prolinamide ClC=1C=C(CNC([C@@H]2N(CCC2)C(=O)[C@@H]2CN(CCC2)S(=O)(=O)N2CC(C2)C#N)=O)C=C(C1)C(F)(F)F